S1C=NC2=C1C=C(C=C2)\C=C\2/N=C(NC2=O)N[C@H](CC(C)C)COCC2=CC=CC=C2 (4Z)-4-(1,3-benzothiazol-6-ylmethylene)-2-[[(1R)-1-(benzyloxymethyl)-3-methyl-butyl]amino]-1H-imidazol-5-one